(1S,2R)-2-((S)-5-Chloro-8-((1-methyl-1H-imidazol-4-yl)methoxy)-1-((6-oxo-5-azaspiro[2.4]heptan-5-yl)methyl)-1,2,3,4-tetrahydroisochinolin-2-carbonyl)-1-methylcyclohexan ClC1=C2CCN([C@@H](C2=C(C=C1)OCC=1N=CN(C1)C)CN1CC2(CC2)CC1=O)C(=O)[C@H]1[C@H](CCCC1)C